C1(CC1)C1=CC(=NN1)NC1=NC(=NC2=CC=CC=C12)C=1C=NC(=CC1)N1CC2N(C(C1)C2)CC2=NC=C(N=C2)C N-(5-cyclopropyl-1H-pyrazol-3-yl)-2-(6-(6-((5-methylpyrazin-2-yl)methyl)-3,6-diazabicyclo[3.1.1]heptan-3-yl)pyridin-3-yl)quinazolin-4-amine